1'-((1s,4s)-4-isopropyl-cyclohexyl)-3-oxo-2-(2-(2-oxopiperidin-1-yl)ethyl)-2,3-dihydro-1H-spiro[isoquinoline-4,4'-piperidin]-7-yl sulfamate S(N)(OC1=CC=C2C(=C1)CN(C(C21CCN(CC1)C1CCC(CC1)C(C)C)=O)CCN1C(CCCC1)=O)(=O)=O